C1(=CC=CC=C1)NNC(C(=O)NNC1=CC=CC=C1)=O oxalic acid bis(2-phenylhydrazide)